C(C1=CC=CC=C1)N(C(C(CC)(C)C)=O)OC(=O)OCC(C)C N-benzyl-N-((isobutoxycarbonyl)oxy)-2,2-dimethylbutanamide